1-methyl-5-(((2-methylallyl)oxy)methyl)-1H-tetrazole CN1N=NN=C1COCC(=C)C